1-(2-fluoro-4-nitrophenyl)sulfonyl-4-methylpiperazine FC1=C(C=CC(=C1)[N+](=O)[O-])S(=O)(=O)N1CCN(CC1)C